NC1CCC(CC1)NC1=NC2=C(C=C(C=C2C=N1)C1=C(C=C(C=C1)NS(=O)(=O)C1=C(C=CC(=C1)Cl)Cl)C)CC N-(4-(2-(((1r,4r)-4-aminocyclohexyl)amino)-8-ethylquinazolin-6-yl)-3-methylphenyl)-2,5-dichlorobenzenesulfonamide